[Br-].C(CCCCCCCCCCC)[N+](CCCCCCCCCCCC)(C)C N-dodecyl-N,N-dimethyl-1-dodecanaminium bromide